C1=C(C=CC2=CC=CC=C12)S(=O)(=O)N1CCC2(CC(CO2)NC[C@H](C)O)CC1 (S)-(8-(naphthalen-2-ylsulfonyl)-1-oxa-8-azaspiro[4.5]decan-3-ylamino)propan-2-ol